N-(3-(2-chloro-5-fluorophenyl)-6-hydroxy-1-oxoisoindolin-4-yl)-3-fluoro-5-(trifluoromethyl)benzamide ClC1=C(C=C(C=C1)F)C1NC(C2=CC(=CC(=C12)NC(C1=CC(=CC(=C1)C(F)(F)F)F)=O)O)=O